C(C)(=O)O[C@H]1[C@@H](O[C@@H]([C@H]1OC(C)=O)CCP(=O)(OCC)OCC)N1N=CC=2C1=NC(=NC2N(C)[C@H]2CCC1=CC=CC=C21)Cl (2R,3R,4R,5R)-2-(6-Chloro-4-(((S)-2,3-dihydro-1H-inden-1-yl)(methyl)amino)-1H-pyrazolo[3,4-d]pyrimidin-1-yl)-5-(2-(diethoxyphosphoryl)ethyl)tetrahydrofuran-3,4-diyl Diacetate